N,9-diphenyl-N-(2,6,10-triphenyl-9-anthryl)-9H-carbazol-3-amine C1(=CC=CC=C1)N(C=1C=CC=2N(C3=CC=CC=C3C2C1)C1=CC=CC=C1)C=1C2=CC=C(C=C2C(=C2C=CC(=CC12)C1=CC=CC=C1)C1=CC=CC=C1)C1=CC=CC=C1